tert-Butyl (S)-5-amino-4-(5-(1-methyl-1H-imidazol-4-yl)-1-oxoisoindolin-2-yl)-5-oxopentanoate NC([C@H](CCC(=O)OC(C)(C)C)N1C(C2=CC=C(C=C2C1)C=1N=CN(C1)C)=O)=O